aminophenyl-pyrazole NC=1C(=NNC1)C1=CC=CC=C1